4-tert-octylphenoxyacetic acid C(C)(C)(CC(C)(C)C)C1=CC=C(OCC(=O)O)C=C1